tert-Butyl 4-{2-[2-({5-[(4-hydroxyphenyl)amino]pyrimidin-2-yl}oxy)ethoxy]-ethoxy}-1,3-dihydro-2H-isoindole-2-carboxylate OC1=CC=C(C=C1)NC=1C=NC(=NC1)OCCOCCOC1=C2CN(CC2=CC=C1)C(=O)OC(C)(C)C